O=C1N(C(C2=CC=CC=C12)=O)C1=CC=C(C=C1)C1=C(C2=CC=CC=C2C(=C1)NS(=O)(=O)C1=CC=C(C=C1)OC)NS(=O)(=O)C1=CC=C(C=C1)OC N,N'-(2-(4-(1,3-Dioxoisoindolin-2-yl)phenyl)naphthalene-1,4-diyl)bis(4-methoxybenzene-sulfonamide)